tris(1-propyl)silane C(CC)[SiH](CCC)CCC